C1CCC12CC2 spiro(3.2)hexane